N1=C(C=CC=C1)C1(CCC1)NC(=O)C=1C=2C[C@@H]3[C@H](C2N(N1)C1=NC=C(C=C1F)Cl)C3 (1aR,5aR)-2-(5-Chloro-3-fluoro-pyridin-2-yl)-1a,2,5,5a-tetrahydro-1H-2,3-diaza-cyclopropa[a]pentalene-4-carboxylic acid (1-pyridin-2-yl-cyclobutyl)-amide